FC1CNCCC1C=1C=C2C(=C(NC2=CC1)C1=C2C(=NC=C1)NN=C2)C(C)C 4-(5-(3-fluoropiperidin-4-yl)-3-isopropyl-1H-indol-2-yl)-1H-pyrazolo[3,4-b]pyridine